C1(=CC=CC=C1)C(C(C)=NOC(CC)=O)=O 1-phenyl-[(propionyloxy)imino]propan-1-one